O=C1NC(CCC1N1C(C2=CC=C(C(=C2C1=O)SCCCCCCCNC1CC2(C1)CCC2)F)=O)=O 2-(2,6-dioxopiperidin-3-yl)-5-fluoro-4-((7-(spiro[3.3]heptan-2-ylamino)heptyl)thio)isoindoline-1,3-dione